BrC=1C=C(C=CC1)C1=NN=C2N1C1=CC(=C(C=C1C(=N2)NC)Cl)Cl (3-bromophenyl)-7,8-dichloro-N-methyl-[1,2,4]triazolo[4,3-a]quinazolin-5-amine